1-methylpiperidin-3-one HCl salt Cl.CN1CC(CCC1)=O